N-[(1R,2R)-2-(2,3-dihydro-1,4-benzodioxin-6-yl)-2-hydroxy-1-(1-pyrrolidinyl-methyl)ethyl]-nonanamide O1CCOC2=C1C=CC(=C2)[C@H]([C@@H](CN2CCCC2)NC(CCCCCCCC)=O)O